2-(4-(bis(4-fluorophenyl)methyl)piperazin-1-yl)isonicotinic acid FC1=CC=C(C=C1)C(N1CCN(CC1)C=1C=C(C(=O)O)C=CN1)C1=CC=C(C=C1)F